4-aminohexylglycine tert-butyl-N-cyclohex-3-en-1-ylcarbamate C(C)(C)(C)N(C(O)=O)C1CC=CCC1.NC(CCCNCC(=O)O)CC